FC(C=1C(=C(C(=O)OC)C=CN1)O)F methyl 2-(difluoromethyl)-3-hydroxyisonicotinate